BrC1=CC(=C(C=C1)CC(CC)NC(OCC)=O)F ethyl (1-(4-bromo-2-fluorophenyl)butan-2-yl)carbamate